N5-(4-aminocyclohexyl)-3-cyclopropyl-N7-(3-fluorophenyl)pyrazolo[1,5-a]pyrimidine-5,7-diamine NC1CCC(CC1)NC1=NC=2N(C(=C1)NC1=CC(=CC=C1)F)N=CC2C2CC2